2-((S)-4-(4-chlorophenyl)-2,3,9-trimethyl-6H-thieno[3,2-f][1,2,4]triazolo[4,3-a][1,4]diazepin-6-yl)-N-((2-(2,6-dioxopiperidin-3-yl)-4-fluoro-1,3-dioxoisoindolin-5-yl)methyl)acetamide ClC1=CC=C(C=C1)C1=N[C@H](C=2N(C3=C1C(=C(S3)C)C)C(=NN2)C)CC(=O)NCC=2C(=C3C(N(C(C3=CC2)=O)C2C(NC(CC2)=O)=O)=O)F